ClC=1C(=NC=CC1N1C(C2=CC(=C(C=C2C(=C1)C(C)C)N1N=C(N(C1=O)CC)CO)F)=O)OC 2-(3-chloro-2-methoxypyridin-4-yl)-6-(4-ethyl-3-(hydroxymethyl)-5-oxo-4,5-dihydro-1H-1,2,4-triazol-1-yl)-7-fluoro-4-isopropylisoquinolin-1(2H)-one